C1(CCC2=CC=CC=C12)N(C(C1=C(N=CC(=C1)F)OC)=O)C N-(2,3-dihydro-1H-inden-1-yl)-5-fluoro-2-methoxy-N-methylnicotinamide